nitrogen vinyl-caprolactam C(=C)C1C(=O)NCCCC1.[N]